4-(4-acryloyl-piperazin-1-yl)-6-chloro-2-(3-(dimethyl-amino)azetidin-1-yl)-8-fluoro-7-(2-fluoro-6-hydroxyphenyl)quinoline-3-carbonitrile C(C=C)(=O)N1CCN(CC1)C1=C(C(=NC2=C(C(=C(C=C12)Cl)C1=C(C=CC=C1O)F)F)N1CC(C1)N(C)C)C#N